ClCC1=NC2=CC(=CC(=C2C(N1)=O)F)NC1CCCC1 2-(chloromethyl)-7-(cyclopentylamino)-5-fluoroquinazolin-4(3H)-one